ClC=1C(=NC(=NC1)C=1C(=NC=NC1OC)C1CC1)OCC=1C=NC(=C(C1)F)C=1N(C=C(N1)C(F)(F)F)C(C)C 5-chloro-2-(4-cyclopropyl-6-methoxy-pyrimidin-5-yl)-4-[[5-fluoro-6-[1-isopropyl-4-(trifluoromethyl)imidazol-2-yl]-3-pyridyl]methoxy]pyrimidine